[Cl-].C(CCCCC)C=1N=C(NC1)C Hexyl-methylimidazole chloride